NC(C(=O)O)(CCCCB(O)O)CCOC1=C(C=C(C=C1)Cl)Cl 2-amino-6-borono-2-(2-(2,4-dichlorophenoxy)ethyl)hexanoic acid